(6-(5-(2-fluoro-5-methylphenyl)-4-(trifluoromethyl)-1H-pyrazol-1-yl)-2-azaspiro[3.3]hept-2-yl)methanone FC1=C(C=C(C=C1)C)C1=C(C=NN1C1CC2(CN(C2)C=O)C1)C(F)(F)F